N-(4-methyl-3-(2-(methylsulfinylamino)-8,9-dihydroimidazo[1',2':1,6]pyrido[2,3-d]pyrimidin-6-yl)phenyl)-4-(trifluoromethyl)pyridineamide CC1=C(C=C(C=C1)NC(=O)C1=NC=CC(=C1)C(F)(F)F)C1=CC2=C(N=C(N=C2)NS(=O)C)N2C1=NCC2